3-(Trifluoromethyl)cyclohexan-1-one FC(C1CC(CCC1)=O)(F)F